methyl 9-(4-((1-(3-fluoropropyl)azetidin-3-yl)(hydroxy)methyl)phenyl)-6,7-dihydro-5H-benzo[7]annulene-3-carboxylate FCCCN1CC(C1)C(C1=CC=C(C=C1)C1=CCCCC2=C1C=CC(=C2)C(=O)OC)O